C1(=CC=C(C=C1)NC1=CC(=CC=C1)F)C1=CC=CC=C1 N-([1,1'-biphenyl]-4-yl)-3-fluoroaniline